6-OXO-1,6-DIHYDROPYRIDIN O=C1C=CC=CN1